FC=1C=C(C(=NC1OC)C)C=1CCN(CC1)C(=O)OC(C)(C)C Tert-butyl 4-(5-fluoro-6-methoxy-2-methyl-3-pyridyl)-3,6-dihydro-2H-pyridine-1-carboxylate